N1(CCOCC1)C1=CC(=NC=C1)NC1=NC=NC2=CC(=C(C=C12)[N+](=O)[O-])OC N-(4-morpholinylpyridin-2-yl)-7-methoxy-6-nitroquinazolin-4-amine